2-(3-hydroxy-4-(trifluoromethyl)benzyl)-1,3-dioxo-1,2,3,4-tetrahydroisoquinoline-4-carboxylic acid OC=1C=C(CN2C(C3=CC=CC=C3C(C2=O)C(=O)O)=O)C=CC1C(F)(F)F